COC(C(C(C)(F)F)C)=O 3,3-difluoro-2-methyl-butanoic acid methyl ester